N-{[4-(1,4-dimethyl-1H-pyrazol-3-yl)-2,5-dioxoimidazolidin-4-yl]methyl}-4'-(trifluoromethyl)[biphenyl]-2-carboxamide CN1N=C(C(=C1)C)C1(NC(NC1=O)=O)CNC(=O)C=1C(=CC=CC1)C1=CC=C(C=C1)C(F)(F)F